CC1(CC(C1)(C1=NN=CN1C)C=1C=CC(=C(C1)NC(=O)C=1C(N(C=C(C1)CNCC(C)C)CC1=CC=C(C=C1)F)=O)F)C N-(5-(3,3-dimethyl-1-(4-methyl-4H-1,2,4-triazol-3-yl)cyclobutyl)-2-fluorophenyl)-1-(4-fluorobenzyl)-5-((isobutylamino)methyl)-2-oxo-1,2-dihydropyridine-3-carboxamide